FC1=C(OC2=C[C@]3(C(CN(C3)C[C@H](O)C=3C=C4CCC(NC4=CC3)=O)=C2)O)C=CC=C1 6-((R)-2-((3aR,5R,6aS)-5-(2-fluorophenoxy)-3a-hydroxycyclopenta[c]pyrrol-2(1H)-yl)-1-hydroxyethyl)-3,4-dihydroquinolin-2(1H)-one